N2-(2,3,3-trimethyl-1,2,3,4-tetrahydroisoquinolin-5-yl)quinazoline-2,5-diamine CN1CC2=CC=CC(=C2CC1(C)C)NC1=NC=2C=CC=C(C2C=N1)N